(R or S)-2-(4-chloro-3-(2-(((R)-phenyl((R)-1,2,3,4-tetrahydropyrido[2,3-b]pyrazin-3-yl)methyl)amino)ethyl)phenyl)propanoic acid ClC1=C(C=C(C=C1)[C@H](C(=O)O)C)CCN[C@@H]([C@H]1CNC2=C(N1)N=CC=C2)C2=CC=CC=C2 |o1:7|